5-(5-fluoroisoindolin-2-yl)-N-(3-methoxyphenyl)-7-(1H-pyrazol-4-yl)pyrazolo[1,5-a]pyrimidine-2-carboxamide FC=1C=C2CN(CC2=CC1)C1=NC=2N(C(=C1)C=1C=NNC1)N=C(C2)C(=O)NC2=CC(=CC=C2)OC